3-(2-methoxyphenyl)-4-(3-thienyl)-1H-pyrazolo[3,4-b]pyridine COC1=C(C=CC=C1)C1=NNC2=NC=CC(=C21)C2=CSC=C2